3-oxo-4-(2,4,5-trifluorophenyl)-butyric acid methyl ester COC(CC(CC1=C(C=C(C(=C1)F)F)F)=O)=O